(1R,2R,3S,4R,5S)-N-(5,6-dichloropyridin-3-yl)-5-hydroxy-3-(2-methylpyridin-4-yl)-7-Oxabicyclo[2.2.1]Heptane-2-carboxamide ClC=1C=C(C=NC1Cl)NC(=O)[C@H]1[C@H]2C[C@@H]([C@@H]([C@@H]1C1=CC(=NC=C1)C)O2)O